3,3'-dimethyl-4,4'-biphenyldiamine CC=1C=C(C=CC1N)C1=CC(=C(C=C1)N)C